tert-butyl (1R,5S,6r)-6-(4-oxa-5-azaspiro[2.4]hept-5-en-6-yl)-3-azabicyclo[3.1.0]hexane-3-carboxylate C1CC12ON=C(C2)C2[C@H]1CN(C[C@@H]21)C(=O)OC(C)(C)C